CN1C(C2=C(C=C1)N=C(N2)CNC)=O 5-methyl-2-((methylamino)methyl)-3,5-dihydro-4H-imidazo[4,5-c]pyridin-4-one